F[C@@H]\1[C@@]2(C[C@H]([C@](C/C1=C\C=1N=CC(=NC1)C1=C(C=C(C=C1)N1C=NC=C1)O)(N2)[2H])F)C 2-(5-((E)-((1s,2s,5s,6r)-2,6-difluoro-1-methyl-8-azabicyclo[3.2.1]oct-3-ylidene-5-d)methyl)pyrazin-2-yl)-5-(1H-imidazol-1-yl)phenol